(4-bromo-3-bromomethyl-phenoxy)benzonitrile BrC1=C(C=C(OC2=C(C#N)C=CC=C2)C=C1)CBr